6-(5-methyl-2-piperidyl)isoindolin-1-one CC1CCC(NC1)C1=CC=C2CNC(C2=C1)=O